C(C1=CC=CC=C1)OC1=NC(=CC=C1C=1C=C(C=CC1)CCO)OCC1=CC=CC=C1 2-(3-(2,6-bis(benzyloxy)pyridin-3-yl)phenyl)ethan-1-ol